C1(=CC(=CC=C1)N1C2=C(C=3N=C4N(C=CN=C4)C31)C=NC=C2)C 5-(m-tolyl)-5H-pyrido[3'',4'':4',5']pyrrolo[3',2':4,5]imidazo[1,2-a]pyrazine